tert-butyl 2-[2-(2-[3-[3-methyl-1-(1-methyl-2,6-dioxopiperidin-3-yl)-2-oxo-1,3-benzodiazol-5-yl]propoxy]ethoxy) ethoxy]acetate CN1C(N(C2=C1C=C(C=C2)CCCOCCOCCOCC(=O)OC(C)(C)C)C2C(N(C(CC2)=O)C)=O)=O